2-(azetidin-3-yl)-N-(5-chloro-2-fluoro-4-methylphenyl)acetamide N1CC(C1)CC(=O)NC1=C(C=C(C(=C1)Cl)C)F